Cl.Cl.CN1N=C(C(=C1)N)N1CCCCC1 1-methyl-3-(piperidin-1-yl)-1H-pyrazol-4-amine dihydrochloride